C1(CCC[C@H](CC\C=C\C)O1)=O |r| (+-)-(E)-8-DECEN-5-OLIDE